(9Z,12Z)-octadec-9,12-dien-1-yl 4-bromobutyrate BrCCCC(=O)OCCCCCCCC\C=C/C\C=C/CCCCC